FC1=C(C(=CC=C1)C)C1=NC2=CN=C(C=C2C(=C1)NC1CCN(CC1)C)N 2-(2-Fluoro-6-methyl-phenyl)-N4-(1-methyl-4-piperidyl)-1,7-naphthyridine-4,6-diamine